(S)-2-amino-3-(2,3-dihydro-1H-inden-2-yl)-propionic acid N[C@H](C(=O)O)CC1CC2=CC=CC=C2C1